OC=1C(C=CC=C(C1)C1=CC(=NC=C1)OC)=O 2-hydroxy-4-(2-methoxypyridin-4-yl)cyclohepta-2,4,6-trien-1-one